(2S,4R)-1-[(2S)-2-amino-3,3-dimethylbutanoyl]-4-hydroxy-N-[1-[4-(4-methyl-1,3-thiazol-5-yl)phenyl]cyclopropyl]-pyrrolidine-2-carboxamide hydrochloride Cl.N[C@H](C(=O)N1[C@@H](C[C@H](C1)O)C(=O)NC1(CC1)C1=CC=C(C=C1)C1=C(N=CS1)C)C(C)(C)C